CC=1C=C(C=C(C1OCC1OC1)C)C1=CC(=C(C(=C1)C)OCC1OC1)C 2,2'-(3,3',5,5'-tetramethylbiphenyl-4,4'-diyl)bis(oxy)bis(methylene)dioxirane